3-(4-methoxyphenoxy)propane-1,2-diol COC1=CC=C(OCC(CO)O)C=C1